2-[(5,6-diphenyl-1,2,4-triazin-3-yl)sulfanyl]-N,3-dimethyl-butanamide C1(=CC=CC=C1)C=1N=C(N=NC1C1=CC=CC=C1)SC(C(=O)NC)C(C)C